Cl.Cl.C(C)(C)(C)[C@H]1CN(CCN1)C=1N=NC(=CN1)C1=C(C=C(C=C1)C=1C=NNC1)O 2-{3-[(3S)-3-tert-butylpiperazin-1-yl]-1,2,4-triazin-6-yl}-5-(1H-pyrazol-4-yl)phenol dihydrochloride